(E)-7-bromo-2-(4-methoxybenzyl)-6-(2-methoxyvinyl)-8-(phenylamino)-3,4-dihydropyrrolo[1,2-a]pyrazin-1(2H)-one BrC=1C(=C2N(CCN(C2=O)CC2=CC=C(C=C2)OC)C1\C=C\OC)NC1=CC=CC=C1